2-(3,5-dichlorophenyl)-N-(2-(methylamino)ethyl)benzo[d]oxazole-6-carboxamide hydrochloride Cl.ClC=1C=C(C=C(C1)Cl)C=1OC2=C(N1)C=CC(=C2)C(=O)NCCNC